FC1=CC=C(CN2C3=C(OCC2=O)C=C(C(=C3)C)NC(CC(C)(C)C)=O)C=C1 N-(4-(4-fluorobenzyl)-6-methyl-3-oxo-3,4-dihydro-2H-benzo[b][1,4]oxazin-7-yl)-3,3-dimethylbutanamide